C1(=CC=CC=C1)[C@@H]1CCCC=2N1C(NN2)=O (S)-5-phenyl-5,6,7,8-tetrahydro-[1,2,4]triazolo[4,3-a]pyridin-3(2H)-one